NC1=C(C=C(C2=CC=CC=C12)Br)C(=O)C=1C2=CN(N=C2C(=CC1)Cl)C1OCCCC1 (1-amino-4-bromonaphthalen-2-yl)-[7-chloro-2-(oxan-2-yl)indazol-4-yl]methanone